C(=C)N1CC=CC=C1 N-vinylpyridine